(1S,6'E,12'S)-6-chloro-12'-hydroxy-9'-methyl-10'-oxo-3,4-dihydro-2H-spiro[naphthalene-1,19'-[17]oxa[1,9]diazatricyclo[11.7.2.016,21]docosa[6,13,15,21]tetraene]-12'-carboxylic acid ClC=1C=C2CCC[C@]3(COC4=CC=C5[C@@](CC(N(C/C=C/CCCCN(C3)C4=C5)C)=O)(C(=O)O)O)C2=CC1